ClC1=C(C=2N=C(N=C3C2C(=N1)OCCN3C)OC[C@]31CCCN1C[C@@H](C3)F)F 5-chloro-4-fluoro-2-(((2R,7aS)-2-fluorotetrahydro-1H-pyrrolizin-7a(5H)-yl)methoxy)-10-methyl-9,10-dihydro-8H-7-oxa-1,3,6,10-tetraazacyclohepta[de]naphthalene